2-((2-aminoethyl)sulfonyl)-1-((1S,5S)-6-(4-ethoxyphenyl)-9,9-dimethyl-3,6-diazabicyclo[3.2.2]nonan-3-yl)propan-1-one NCCS(=O)(=O)C(C(=O)N1C[C@@H]2CN([C@H](C1)C(C2)(C)C)C2=CC=C(C=C2)OCC)C